[Rh]Cl.OC1=CCCC=CCC1 hydroxy(1,5-cyclooctadiene) rhodium (I) chloride